4-(6-(3-(3,4-difluorophenoxy)azetidin-1-yl)pyridin-3-yl)-6-(2-hydroxy-2-methylpropoxy)pyrazolo[1,5-a]pyridine-3-carbonitrile FC=1C=C(OC2CN(C2)C2=CC=C(C=N2)C=2C=3N(C=C(C2)OCC(C)(C)O)N=CC3C#N)C=CC1F